COC1=C(C=NC=C1)C=1C=C/2C(=CN1)NC(\C2=C(\C)/NC2=NN(C=C2)C)=O (Z)-5-(4-Methoxypyridin-3-yl)-3-(1-((1-methyl-1H-pyrazol-3-yl)amino)ethylidene)-1H-pyrrolo[2,3-c]pyridin-2(3H)-one